tri(p-n-nonylphenyl)phosphine C(CCCCCCCC)C1=CC=C(C=C1)P(C1=CC=C(C=C1)CCCCCCCCC)C1=CC=C(C=C1)CCCCCCCCC